FC(OC1=CC(=CC=C1O)\C=C\C(=O)CC(=O)\C=C\C1=CC=C(O)C(OC)=C1)F difluorocurcumin